2,2,3,3,4,4,4-heptafluorobutylethylene glycol FC(CC(CO)O)(C(C(F)(F)F)(F)F)F